C1(CC1)C1=C(C=C(C=C1)NC1=NC=2N(C(=C1)NC1CC1)N=CC2C#N)C[S@](=O)C |r| (±)-5-((4-Cyclopropyl-3-((methylsulfinyl)methyl)phenyl)amino)-7-(cyclopropylamino)pyrazolo[1,5-a]pyrimidin-3-carbonitril